methyl 5-aminobenzo[c][2,7]naphthyridine-9-carboxylate NC1=NC2=C(C3=CC=NC=C13)C=C(C=C2)C(=O)OC